FC1=CC=C(C(=O)NC2(CC2)C2=NC=3CCCN(C3C=C2)C2=NC(=CC=C2)C)C=C1 4-fluoro-N-(1-(5-(6-methylpyridin-2-yl)-5,6,7,8-tetrahydro-1,5-naphthyridin-2-yl)cyclopropyl)benzamide